(R)-6-((1-methylpiperidin-4-yl)oxy)-N-(5-(tetrahydrofuran-3-yl)-1H-pyrazol-3-yl)pyrazin-2-amine formate C(=O)O.CN1CCC(CC1)OC1=CN=CC(=N1)NC1=NNC(=C1)[C@@H]1COCC1